C(C)(C)(C)OC(=O)NC[C@@]1(OC2=C([C@@H]1O)C(=C(C=C2)Cl)B(O)O)C=2C(=NC=CC2)OC |o1:9,13| ((2S*,3S*)-2-(((tert-butoxycarbonyl)amino)methyl)-5-chloro-3-hydroxy-2-(2-methoxypyridin-3-yl)-2,3-dihydrobenzofuran-4-yl)boronic acid